N-(1-(4-fluorophenyl)-2-(3-fluoropiperidin-1-yl)ethyl)-4-(trifluoromethoxy)benzenesulfonamide FC1=CC=C(C=C1)C(CN1CC(CCC1)F)NS(=O)(=O)C1=CC=C(C=C1)OC(F)(F)F